methyl 3-(5-(chloromethyl)-1,2,4-oxadiazol-3-yl)-4-methoxybenzoate ClCC1=NC(=NO1)C=1C=C(C(=O)OC)C=CC1OC